NC/C(/CN1N=CN(C1=O)C=1C=NC(=C(C1)C)C1=CC=C(C=C1)C1=NNC=N1)=C\F 2-[(2E)-2-(aminomethyl)-3-fluoroprop-2-en-1-yl]-4-{5-methyl-6-[4-(1H-1,2,4-triazol-3-yl)phenyl]pyridin-3-yl}-2,4-dihydro-3H-1,2,4-triazol-3-one